3-bromo-4-fluoro-1H-pyrrolo[2,3-b]pyridine-7-oxide BrC1=CNC2=[N+](C=CC(=C21)F)[O-]